C1(CC1)CN1C(NC2=NC(=NC=C12)CC(=O)N)=O (7-(cyclopropyl-methyl)-8-oxo-8,9-dihydro-7H-purin-2-yl)acetamide